15β,17β-dihydroxyandrost-4-en-3-one O[C@@H]1C[C@@H]([C@]2(C)[C@@H]1[C@@H]1CCC3=CC(CC[C@]3(C)[C@H]1CC2)=O)O